5-amino-6-(3-hydroxy-2,6-dimethylphenyl)-1,2-dimethyl-7-oxo-6,7-dihydro-1H-pyrrolo[2,3-c]pyridine-4-carboxamide NC1=C(C2=C(C(N1C1=C(C(=CC=C1C)O)C)=O)N(C(=C2)C)C)C(=O)N